1-(2,5-dichloro-3-pyridyl)-2,2,2-trifluoro-ethanone ClC1=NC=C(C=C1C(C(F)(F)F)=O)Cl